NCCC[Si](OC)(OC)C γ-aminopropylmethyldimethoxy-silane